N-(2-formyl-4-(4,4,5,5-tetramethyl-1,3,2-dioxaborolan-2-yl)phenyl)acetamide C(=O)C1=C(C=CC(=C1)B1OC(C(O1)(C)C)(C)C)NC(C)=O